C1(CC1)[C@]1(C(N(C[C@H]1C)C1=CC(=CC=2N1N=CN2)C=2C=NN(C2)C)=O)C#N (3R,4S)-3-cyclopropyl-4-methyl-1-(7-(1-methyl-1H-pyrazol-4-yl)-[1,2,4]triazolo[1,5-a]pyridin-5-yl)-2-oxopyrrolidine-3-carbonitrile